tert-butyl (S or R)-4-(6-Chloro-2-(3-(dimethylamino)azetidine-1-yl)-8-fluoro-7-(3-hydroxynaphthalen-1-yl)quinazoline-4-yl)piperidine-1-carboxylate ClC=1C=C2C(=NC(=NC2=C(C1C1=CC(=CC2=CC=CC=C12)O)F)N1CC(C1)N(C)C)C1CCN(CC1)C(=O)OC(C)(C)C